(cis)-tert-Butyl 4-((3-((allyloxy) carbonyl)-3-methylcyclobutyl) methyl)-3,3-difluorohexahydropyrrolo[3,2-b]pyrrole-1(2H)-carboxylate C(C=C)OC(=O)C1(CC(C1)CN1CC[C@@H]2N(CC([C@@H]21)(F)F)C(=O)OC(C)(C)C)C